NC=1C=C(C2=C(OCCO2)C1)N1CCN(CC1)N 7-amino-5-(4-aminopiperazin-1-yl)-2,3-dihydro-1,4-benzodioxine